[Na].[Ba] Barium sodium salt